1-N'-[5-chloro-6-[6-(1H-imidazol-2-yl)-7-methoxyquinolin-4-yl]oxypyridin-3-yl]-1-N-(4-fluorophenyl)cyclopropane-1,1-dicarboxamide ClC=1C=C(C=NC1OC1=CC=NC2=CC(=C(C=C12)C=1NC=CN1)OC)NC(=O)C1(CC1)C(=O)NC1=CC=C(C=C1)F